C(C)C(C(=O)N1CCN(CC1)C1=C(C=CC=C1)N(S(=O)(=O)C=1C=CC2=C(C(=CO2)C)C1)CCC1=CC=CC=C1)CC 5-(N-(2-(4-(2-ethylbutyryl)piperazin-1-yl)phenyl)-N-phenethylsulfamoyl)3-methylbenzofuran